O=C1NC2=C(N1)C=CC=C2C=2C=C1C3=C(N=CN=C3C2)N2[C@H](CO1)CN(CC2)C(=O)OC(C)(C)C tert-butyl (8aS)-5-(2-oxo-2,3-dihydro-1H-benzimidazol-4-yl)-8a,9,11,12-tetrahydropyrazino[2',1':3,4][1,4]oxazepino[5,6,7-de]quinazoline-10(8H)-carboxylate